OC1C2(C3CC3C1)CN(C2)C(=O)OC(C)(C)C tert-butyl 3'-hydroxyspiro[azetidine-3,2'-bicyclo[3.1.0]hexane]-1-carboxylate